CS(=O)(C)=NC=1C=CC=C2C(=C(C(N(C12)C)=O)C#N)N1CCC(CC1)OC1=CC=C(C=C1)OC(F)(F)F 8-{[dimethyl(oxo)-λ6-sulfanylidene]amino}-1-methyl-2-oxo-4-{4-[4-(trifluoromethoxy)phenoxy]piperidin-1-yl}-1,2-dihydroquinoline-3-carbonitrile